OC(CCCCCC=CC=CC(=O)O)C(CCCCCCCC)O 11,12-dihydroxy-eicosadienoic acid